3,7-bis(3-oxetanyl)-5-oxononaneN O1CC(C1)C(C=C)CC(CC(CC)C1COC1)=O